N-[2-amino-1-(pyridin-3-yl)ethyl]-3-(1H-pyrazol-4-yl)-1H-indole-7-carboxamide NCC(C=1C=NC=CC1)NC(=O)C=1C=CC=C2C(=CNC12)C=1C=NNC1